2-{2-[2-(2-Azidoethoxy)ethoxy]ethoxy}ethylamine N(=[N+]=[N-])CCOCCOCCOCCN